FC1=C(C=C(C(=C1)F)F)C1=C(C=CC=C1)NC(=O)C=1C(=NN(C1F)C)C(F)(F)F N-(2',4',5'-trifluorobiphenyl-2-yl)-5-fluoro-1-methyl-3-trifluoromethylpyrazole-4-ylcarboxamide